C(C)(C)(C)OC(=O)N1[C@@H](C[C@@](CC1)(C(=O)OC(C)(C)C)CC1=NC(=CC(=C1F)C(F)F)NC1=NN(C(=C1)C)C(C)(C)C)C di-tert-butyl-(2R,4R)-4-((6-((1-(tert-butyl)-5-methyl-1H-pyrazol-3-yl) amino)-4-(difluoromethyl)-3-fluoropyridin-2-yl) methyl)-2-methylpiperidine-1,4-dicarboxylate